C1(=CC=CC=C1)C(C)(C)C=1C=CC=2NC3=CC=C(C=C3C2C1)C(C)(C)C1=CC=CC=C1 3,6-bis(2-phenylpropan-2-yl)carbazole